FC1(C(N(C2=CC=CC=C12)C)=O)CC1=CC=C(C=C1)OC 3-fluoro-3-(4-methoxybenzyl)-1-methylindolin-2-one